CN(C)CC(=O)OCCCCCCCCCCCCCCCCCCCCCC behenyl dimethylaminoacetate